(S)-1-(4-(7-(3-chlorophenyl)-5-(diethylamino)-7H-pyrrolo[2,3-d]pyrimidin-4-yl)-3-methylpiperazin-1-yl)-2-methylpropan-1-one ClC=1C=C(C=CC1)N1C=C(C2=C1N=CN=C2N2[C@H](CN(CC2)C(C(C)C)=O)C)N(CC)CC